7-(1-(2-fluoro-6-methylphenyl)piperidin-4-yl)-2-methyl-5-(2-(trifluoromethyl)benzyl)pyrido-[2,3-b]pyrazin-6(5H)-one FC1=C(C(=CC=C1)C)N1CCC(CC1)C1=CC=2C(=NC=C(N2)C)N(C1=O)CC1=C(C=CC=C1)C(F)(F)F